6-chloro-3-(2-ethyl-6-oxo-1,6-dihydropyridin-3-yl)-1-(4-fluoro-2-methylphenyl)-2,3-dihydroquinazolin-4(1H)-one ClC=1C=C2C(N(CN(C2=CC1)C1=C(C=C(C=C1)F)C)C1=C(NC(C=C1)=O)CC)=O